acryloyloxyethanol tert-butyl-4-(4-bromopyridin-2-yl)-1,2,3-oxathiazolidine-3-carboxylate C(C)(C)(C)C1(N(SOC1)C(=O)OC(C)OC(C=C)=O)C1=NC=CC(=C1)Br